5-(7-(4-(4-(8-(3,5-difluoro-4-(morpholinomethyl)phenyl)quinoxalin-2-yl)-1H-pyrazol-1-yl)piperidin-1-yl)-7-oxoheptyl)-2-(2,6-dioxopiperidin-3-yl)isoindoline-1,3-dione FC=1C=C(C=C(C1CN1CCOCC1)F)C=1C=CC=C2N=CC(=NC12)C=1C=NN(C1)C1CCN(CC1)C(CCCCCCC=1C=C2C(N(C(C2=CC1)=O)C1C(NC(CC1)=O)=O)=O)=O